[N+](=O)([O-])C1=C(CO[Si](CC)(CC)CC)C=CC=C1 2-Nitrobenzyloxytriethylsilane